2-{5-cyclobutyl-4-[(2S)-2-methylpiperazin-1-yl]-7H-pyrrolo[2,3-d]pyrimidin-7-yl}pyridine-4-carbonitrile C1(CCC1)C1=CN(C=2N=CN=C(C21)N2[C@H](CNCC2)C)C2=NC=CC(=C2)C#N